C(C1=CC=CC=C1)(=O)N1[C@H](C(N[C@@H](C1)C)=O)C1=CC=C(C=C1)F (3S,6R)-4-benzoyl-3-(4-fluorophenyl)-6-methylpiperazin-2-one